C(N)(=O)C1=NN(C2=CC=C(C=C12)C(=O)OC)CC(=O)N(C1CC1)CC(=O)NCC1=C(C(=CC=C1)Cl)F Methyl 3-carbamoyl-1-(2-((2-((3-chloro-2-fluorophenylmethyl) amino)-2-oxoethyl) (cyclopropyl) amino)-2-oxoethyl)-1H-indazole-5-carboxylate